FC1=CC=NC2=C(C(=CC=C12)[N+](=O)[O-])O 4-Fluoro-7-nitroquinolin-8-ol